C(CCCCCCCCCCCCCCCCCCC)NC1=CC=CC=C1 arachidyl-aniline